OC(C(=O)SCCNC(CCNC([C@@H](C(COP(OP(OC[C@@H]1[C@H]([C@H]([C@@H](O1)N1C=NC=2C(N)=NC=NC12)O)OP(=O)(O)O)(=O)O)(=O)O)(C)C)O)=O)=O)(CCC(=O)O)C hydroxy-methylglutaryl-coa